CC1(C(OC2=C1C=CC=C2)=O)C 3,3-dimethylbenzofuran-2(3H)-one